Nepsilon-(gamma-glutamyl)lysine N[C@@H](CCC(=O)NCCCC[C@H](N)C(=O)O)C(=O)O